(4-((9,9-dimethyl-9H-fluoren-3-yl)(phenyl)amino)phenyl)boronic acid CC1(C2=CC=CC=C2C=2C=C(C=CC12)N(C1=CC=C(C=C1)B(O)O)C1=CC=CC=C1)C